6-[3-chloro-4-(trifluoro-methoxy)phenyl]-5-[4-[(3S)-1-(3-fluoropropyl)pyrrolidin-3-yl]oxyphenyl]-8,9-dihydro-7H-benzo[7]annulen-2-ol ClC=1C=C(C=CC1OC(F)(F)F)C1=C(C2=C(CCC1)C=C(C=C2)O)C2=CC=C(C=C2)O[C@@H]2CN(CC2)CCCF